O=C1NC(CCC1NC(=O)C=1C=CC=C2C(=NNC12)C1=CC=2CCCCC2C=C1)=O N-(2,6-dioxopiperidin-3-yl)-3-(5,6,7,8-tetrahydronaphthalen-2-yl)-1H-indazol-7-carboxamide